FC(C1=NC=CC(=C1)C1=NOC(=N1)CNC(OC(C)(C)C)=O)(F)F tert-butyl N-[[3-[2-(trifluoromethyl)-4-pyridyl]-1,2,4-oxadiazol-5-yl]methyl]carbamate